C(C)C=1C=C(C=NC1)N1C[C@H](CCC1)C(=O)O (3S)-1-(5-Ethyl-3-pyridyl)piperidine-3-carboxylic acid